(1R,4S)-2-azabicyclo[2.2.1]Hept-5-en-3-one [C@H]12NC([C@H](C=C1)C2)=O